2-({1-oxo-4-[1-(propan-2-yl)-1H-indazol-6-yl]-2,3-dihydro-1H-isoindol-2-yl}methyl)prop-2-enenitrile O=C1N(CC2=C(C=CC=C12)C1=CC=C2C=NN(C2=C1)C(C)C)CC(C#N)=C